C(CCCCCCCCCCCCCCCC)C1=C2C=CC=CC2=NC=2C3=C(C=CC12)C=CC=C3 7-heptadecyl-benzo[c]acridine